tetrabutyl-distannoxane C(CCC)[SnH2]O[Sn](CCCC)(CCCC)CCCC